C1(CC1)C1=NC=NC(=C1C=1N=CC2=C(NC3=CC(=CC=C23)C#N)N1)OC 2-(4-cyclopropyl-6-Methoxypyrimidin-5-yl)-9H-pyrimido[4,5-b]indole-7-nitrile